C1(=CC=CC=C1)C1=NC=C(C(=C1)C(C)(C)[2H])[Ge](C)(C)C 2-phenyl-4-(propan-2-yl-2-d)-5-(trimethylgermyl)pyridine